2-(2-{2-[2-(2-{2-[2-(2-Methoxyethoxy)ethoxy]ethoxy}ethoxy)ethoxy]ethoxy}ethoxy)ethylamine COCCOCCOCCOCCOCCOCCOCCOCCN